4-isopropyl-N-(4-(1-phenyl-1H-benzimidazol-2-yl)phenyl)-1,3,5-triazin-2-amine C(C)(C)C1=NC(=NC=N1)NC1=CC=C(C=C1)C1=NC2=C(N1C1=CC=CC=C1)C=CC=C2